(S)-5-chloro-N-(8-chloro-5-methyl-4-oxo-2,3,4,5-tetrahydropyrido[3,2-b]-[1,4]oxazepin-3-yl)-4-(m-tolyl)-pyrimidine-2-carboxamide ClC=1C(=NC(=NC1)C(=O)N[C@@H]1C(N(C2=C(OC1)C=C(C=N2)Cl)C)=O)C=2C=C(C=CC2)C